1-METHYL-L-HISTIDINE CN1C=C(C[C@H](N)C(=O)O)N=C1